N1[C@@H](CCCC1)C(=O)O (S)-piperidine-2-formic acid